C(C)(C)C1=CCC(=CC1)C 1-Isopropyl-4-methyl-cyclohexa-1,4-diene